(((5,5-difluoro-2,2-dimethoxy-1-(methoxymethyl)cyclohexyl)oxy)methyl)benzene FC1(CCC(C(C1)(COC)OCC1=CC=CC=C1)(OC)OC)F